3-(S)-phenyl-L-proline C1(=CC=CC=C1)[C@H]1[C@H](NCC1)C(=O)O